methyl 5-(tert-butyl)-1-(2,4-dimethoxybenzyl)-9,11-dimethoxy-2-oxo-1,2,5,6-tetrahydropyrido[2',1':2,3]imidazo[4,5-h]quinoline-3-carboxylate C(C)(C)(C)C1C=2C=C(C(N(C2C2=C(C1)N1C(=N2)C(=CC(=C1)OC)OC)CC1=C(C=C(C=C1)OC)OC)=O)C(=O)OC